C1(CC1)C=1N=CN(C1)C1=CC=C2C(C(NC(C2=C1)=O)O)F 7-(4-cyclopropyl-1H-imidazol-1-yl)-4-fluoro-3-hydroxy-3,4-dihydroisoquinolin-1(2H)-one